[13C](CCCCCCC)(=O)O octanoic acid-1-13C